(E)-4-((4-((E)-3-(4-methoxyphenyl)acrylamido)butyl)amino)-3-methyl-4-oxobut-2-en-1-yl acetate C(C)(=O)OC\C=C(\C(=O)NCCCCNC(\C=C\C1=CC=C(C=C1)OC)=O)/C